6-chloro-3-cyclopentyl-3-methyl-2H-imidazo[1,5-a]pyridine-1,5-dione ClC1=CC=C2N(C1=O)C(NC2=O)(C)C2CCCC2